S(=O)(=O)(O)[O-].C(CCCCCCCCCCCCCCC)[N+](C)(C)C cetyltrimethylammonium hydrogensulfate